3-fluoropyridine boron trifluoride B(F)(F)F.FC=1C=NC=CC1